C(C=C)(=O)N1CCN(CC1)[C@H](CC)C1=CC=C(C=C1)[C@H](C)NC=1N=CC2=C(N1)N(C(C=C2)=O)C(C)C 2-{[(1S)-1-{4-[(1R)-1-(4-acryloylpiperazin-1-yl)propyl]phenyl}ethyl]amino}-8-(propan-2-yl)pyrido[2,3-d]pyrimidin-7(8H)-one